N-[(2S)-2,3-dihydroxypropyl]-3-[2-(trifluoromethyl)[1,1'-biphenyl]-4-yl]prop-2-ynamide O[C@@H](CNC(C#CC1=CC(=C(C=C1)C1=CC=CC=C1)C(F)(F)F)=O)CO